sodium benzyloxycarbonyl-(2-benzyloxycarbonyl-3-bromopyrrol-1-yl)sulfonyl-amide C(C1=CC=CC=C1)OC(=O)[N-]S(=O)(=O)N1C(=C(C=C1)Br)C(=O)OCC1=CC=CC=C1.[Na+]